(S)-N-(2-(2-cyano-4,4-difluoropyrrolidin-1-yl)-2-oxoethyl)-6-(2-(2-(dimethylamino)ethoxy)ethoxy)quinoline-4-carboxamide C(#N)[C@H]1N(CC(C1)(F)F)C(CNC(=O)C1=CC=NC2=CC=C(C=C12)OCCOCCN(C)C)=O